non-ane-1,9-diol C(CCCCCCCCO)O